(4-(1-(difluoromethyl)-4-(trifluoromethyl)-1H-imidazol-2-yl)phenyl)methylamine FC(N1C(=NC(=C1)C(F)(F)F)C1=CC=C(C=C1)CN)F